FC1(CCN(CC1)C1=NC=CC2=CC=NC=C12)F 1-(4,4-difluoropiperidin-1-yl)-2,7-naphthyridin